FC=1C(=CC(=NC1)OC)C1=CC(=NN1)C(=O)N1C2(CC2)C[C@@H](CC1)C(=O)N[C@H]1CN(CC1)CC(F)(F)F (R)-4-(5-(5-fluoro-2-methoxypyridin-4-yl)-1H-pyrazole-3-carbonyl)-N-((R)-1-(2,2,2-trifluoroethyl)pyrrolidin-3-yl)-4-azaspiro[2.5]octane-7-carboxamide